C(CCCCCCCC)[P+](C1=CC=CC=C1)(C1=CC=CC=C1)C1=CC=CC=C1 nonyl-triphenylphosphonium